1-(4-methylthiophene-3-yl)cyclopropanealdehyde CC=1C(=CSC1)C1(CC1)C=O